FC=1C=C(C(=NC1)NC1=CC(NC(C1)(C)C)=O)\C(=C/C)\C1=CC=CC=C1 (Z)-4-((5-fluoro-3-(1-phenylprop-1-en-1-yl)pyridin-2-yl)amino)-6,6-dimethyl-5,6-dihydropyridin-2(1H)-one